sec.-Pentylbromid C(C)(CCC)Br